tert-butyl (4-bromopyridin-2-yl)(methyl)carbamate BrC1=CC(=NC=C1)N(C(OC(C)(C)C)=O)C